ClC1=C(CN[C@@H](CCO[C@@H]2C[C@@H](C2)CCC2=NC=3NCCCC3C=C2)C(=O)O)C(=CN=C1)F N-(3-chloro-5-fluoroisonicotinyl)-O-(cis-3-(2-(5,6,7,8-tetrahydro-1,8-naphthyridin-2-yl)ethyl)cyclobutyl)-L-homoserine